BrC=1N=C2C(=NC1)N(C(=N2)N2CCC(CC2)(C)NC(OC(C)(C)C)=O)COCC[Si](C)(C)C tert-butyl [1-(5-bromo-1-((2-(trimethylsilyl)ethoxy)methyl)-1H-imidazo[4,5-b]pyrazin-2-yl)-4-methylpiperidin-4-yl]carbamate